alpha-Pentyl-3-(2-quinolinylmethoxy)-benzenemethanol C(CCCC)C(O)C1=CC(=CC=C1)OCC1=NC2=CC=CC=C2C=C1